[Na].FOF fluoroether, sodium salt